CNC(=O)C=1NC(=CC1O[C@@H](C)C1=CC=CC=C1)C=1C=NN(C1)C (S)-N-methyl-5-(1-methyl-1H-pyrazol-4-yl)-3-(1-phenylethoxy)-1H-pyrrole-2-carboxamide